BrC=1C=C(N(N1)C1C(C1)(F)F)C(=O)O 5-bromo-2-(2,2-difluorocyclopropyl)pyrazole-3-carboxylic acid